C12C(C3CC(CC(C1)C3)C2)=C(C2=CC=C(C=C2)OCCCCCCN(CCO)CCO)C2=CC=C(C=C2)OCCCCCCN(CCO)CCO 2,2',2'',2'''-(((((((5r,7r)-adamantan-2-ylidene)methylene)bis(4,1-phenylene))bis(oxy))bis(hexane-6,1-diyl))bis(azanetriyl))tetrakis(ethan-1-ol)